1-{5-[(7R,14R)-1-(difluoromethoxy)-5-oxo-5,6,7,14-tetrahydro-7,14-methanobenzimidazo[1,2-b][2,5]benzodiazocin-11-yl]pyrimidin-2-yl}-3-methylazetidine-3-carbonitrile FC(OC1=CC=CC=2C(N[C@H]3C=4N([C@@H](C21)C3)C3=C(N4)C=CC(=C3)C=3C=NC(=NC3)N3CC(C3)(C#N)C)=O)F